3-(3-fluoro-4-methoxyphenyl)-3-(5-methyl-4-(4-(5,6,7,8-tetrahydro-1,8-naphthyridin-2-yl)butyl)-oxazol-2-yl)propionic acid ethyl ester C(C)OC(CC(C=1OC(=C(N1)CCCCC1=NC=2NCCCC2C=C1)C)C1=CC(=C(C=C1)OC)F)=O